(Z)-2-(4-((6-chloro-1H-indol-3-yl)methylene)-2,5-dioxoimidazolidin-1-yl)-2-(4-cyanophenyl)-N-(1,3-dihydroxypropan-2-yl)acetamide ClC1=CC=C2C(=CNC2=C1)\C=C\1/NC(N(C1=O)C(C(=O)NC(CO)CO)C1=CC=C(C=C1)C#N)=O